3-formyl-L-isoleucine benzyl ester C(C1=CC=CC=C1)OC([C@@H](N)[C@@](C)(CC)C=O)=O